N-(4-(7-((1-ethylpiperidin-4-yl)methoxy)-6-methoxyquinazolin-4-yl)phenyl)-2-(3-(trifluoromethyl)phenyl)acetamide C(C)N1CCC(CC1)COC1=C(C=C2C(=NC=NC2=C1)C1=CC=C(C=C1)NC(CC1=CC(=CC=C1)C(F)(F)F)=O)OC